sulphur carbon [C].[S]